3,3'-dinitro-4,4'-bifurazan [N+](=O)([O-])C1=NON=C1C=1C(=NON1)[N+](=O)[O-]